(5-Oxo-4,5,6,7-tetrahydrothieno[3,2-b]pyridin-7-yl)methanamine hydrochloride Cl.O=C1CC(C2=C(N1)C=CS2)CN